C(#N)N1[C@H]2[C@@H](C[C@@H]1CC2)NC(=O)C2CN(CC2)C2=CC(=CC=C2)C(F)(F)F N-((1R,2R,4S)-7-cyano-7-azabicyclo[2.2.1]heptan-2-yl)-1-(3-(trifluoromethyl)phenyl)-3-pyrrolidinecarboxamide